BrCCCN1CC2(C1)OCCN(C2)C(=O)OC(C)(C)C tert-Butyl 2-(3-bromopropyl)-5-oxa-2,8-diazaspiro[3.5]nonane-8-carboxylate